[Cl-].ClC1=CC=CC(=N1)C[P+](C1=CC=CC=C1)(C1=CC=CC=C1)C1=CC=CC=C1 [(6-Chloropyridin-2-yl)methyl](triphenyl)phosphonium chloride